4,4',4''-nitrilotribenzoic acid N(C1=CC=C(C(=O)O)C=C1)(C1=CC=C(C(=O)O)C=C1)C1=CC=C(C(=O)O)C=C1